7-(benzylthio)-5-chloro-1-iodoimidazo[1,5-a]pyridine C(C1=CC=CC=C1)SC1=CC=2N(C(=C1)Cl)C=NC2I